O=C1NC(CCC1N1C(C2=CC=CC(=C2C1=O)N1CCN(CC1)CCC(=O)N1CCC(CC1)C(=O)NC1=CC2=C(NC(=N2)CN2[C@H](CCC2)C)C=C1)=O)=O 1-(3-(4-(2-(2,6-dioxopiperidin-3-yl)-1,3-dioxoisoindolin-4-yl)piperazin-1-yl)propanoyl)-N-(2-(((S)-2-methylpyrrolidin-1-yl)methyl)-1H-benzo[d]imidazol-5-yl)piperidine-4-carboxamide